C(C)OC1=C2C=NN(C2=CC(=C1)C=O)CC 4-Ethoxy-1-Ethyl-1H-Indazole-6-Carbaldehyde